Ethyl 6-formyl-5-nitropyridine-3-carboxylate C(=O)C1=C(C=C(C=N1)C(=O)OCC)[N+](=O)[O-]